N=1C=C(N2C1C=CC=C2)C(=O)N2CC1=C(CC2)C(=CS1)C(=O)NC1=CC(=C(C=C1)OCC1COC1)C(F)(F)F 6-(imidazo[1,2-a]pyridine-3-carbonyl)-N-(4-(oxetan-3-ylmethoxy)-3-(trifluoromethyl)phenyl)-4,5,6,7-tetrahydrothieno[2,3-c]pyridine-3-carboxamide